NC1=C(C=CC=C1)S(=O)(=O)[O-] aminobenzenesulfonic acid anion